[Li]C=CC[Li] 1,3-dilithiopropylene